tert-butyl (2R,3S,4S)-4-tert-butoxycarbonyloxy-3-hydroxy-2-[(4-methoxyphenyl) methyl]pyrrolidine-1-carboxylate C(C)(C)(C)OC(=O)O[C@@H]1[C@H]([C@H](N(C1)C(=O)OC(C)(C)C)CC1=CC=C(C=C1)OC)O